FC1=C(CC=2NC(=NN2)C(=O)OCC)C=CC(=C1)F ethyl 5-(2,4-difluorobenzyl)-4H-1,2,4-triazole-3-carboxylate